C(C1=CC=CC=C1)C1=CC(=C(C=C1C)C(=N)NC)Cl (4-benzyl-2-chloro-5-methylphenyl)-N-methyl-formamidine